C(CC)OC(=O)C1=C(C=CC=C1)C1C2C=CC(C1)C2 5-(n-propoxycarbonylphenyl)-bicyclo[2.2.1]Hept-2-ene